(R or S)-2-Chloro-N-[6-(1-hydroxyethyl)-2-phenyl-2H-pyrazolo[4,3-b]pyridin-3-yl]-5-pyrimidin-2-yl-4-(trifluoromethyl)benzamide ClC1=C(C(=O)NC=2N(N=C3C2N=CC(=C3)[C@@H](C)O)C3=CC=CC=C3)C=C(C(=C1)C(F)(F)F)C1=NC=CC=N1 |o1:15|